(+-)-(8-chloro-3-(trans-2-cyanocyclopropane-1-carboxamido)isoquinolin-6-yl)boronic acid ClC=1C=C(C=C2C=C(N=CC12)NC(=O)[C@H]1[C@@H](C1)C#N)B(O)O |r|